N-[2,4-difluoro-3-[[6-[4-(hydroxymethyl)benzimidazol-1-yl]pyrido[3,2-d]pyrimidin-4-yl]amino]phenyl]-3-fluoro-2-methylbenzenesulfonamide FC1=C(C=CC(=C1NC=1C2=C(N=CN1)C=CC(=N2)N2C=NC1=C2C=CC=C1CO)F)NS(=O)(=O)C1=C(C(=CC=C1)F)C